FC(C1=CC=C(S1)N1CCN(CC1)C(=O)C1(CCCC1)NC1=CC=C(C#N)C=C1)(F)F 4-((1-(4-(5-(trifluoromethyl)thien-2-yl)piperazine-1-carbonyl)cyclopentyl)amino)benzonitrile